[3-[1-(2-trimethylsilylethoxymethyl) imidazol-2-yl] chroman-6-yl] acetate C(C)(=O)OC=1C=C2CC(COC2=CC1)C=1N(C=CN1)COCC[Si](C)(C)C